C(CCCC=C)OC(CC(C(=O)O)(CC(=O)O)O)=O (2-(hex-5-en-1-yloxy)-2-oxoethyl)-2-hydroxysuccinic acid